FC=1C=2N(C=C(C1)NC(=O)C1=CC=C(C3=CN(N=C13)C)N1CCN(CC1)C(=O)OC(C)(C)C)C=C(N2)CO tert-butyl 4-(7-{[8-fluoro-2-(hydroxymethyl)imidazo[1,2-a]pyridin-6-yl]carbamoyl}-2-methylindazol-4-yl)piperazine-1-carboxylate